BrC(C(=O)C1=CC=CC=C1)C(C1=CC=C(C=C1)[N+](=O)[O-])Br 2,3-dibromo-3-(4-nitrophenyl)-1-phenylpropan-1-one